5-amino-4-trichloromethanesulfinyl-3-cyano-1-(2,6-dichloro-4-trifluoromethylphenyl)pyrazole NC1=C(C(=NN1C1=C(C=C(C=C1Cl)C(F)(F)F)Cl)C#N)S(=O)C(Cl)(Cl)Cl